ClC1=CC=C(C=C1)C=1NS(N=C(N1)C1=CC=CC=C1)C1=CC=CC=C1 3-(p-Chlorophenyl)-1,5-diphenyl-1H-1,2,4,6-thiatriazine